O=S1(CCN(CC1)CC(=O)NC)=O 2-(1,1-dioxo-1λ6-thiomorpholin-4-yl)-N-methylacetamide